ClC1=CC=C2C(=N1)N=C(O2)N2CCN(CC2)C(=O)C=2C=NC(=C(C2)C)OCC2(COC2)C [4-(5-chlorooxazolo[4,5-b]pyridin-2-yl)piperazin-1-yl]-[5-methyl-6-[(3-methyloxetan-3-yl)methoxy]-3-pyridyl]methanone